gamma-octanone CCC(CCCCC)=O